C(=O)=CCCCC(=O)N 5-carbonylpentanamide